C1N(CC12CNC2)C2=C1C(=NC=C2)N(N=C1C1CN(C1)C(C(=C)F)=O)C1=CC=C(C=C1)OC(F)(F)F 1-[3-[4-(2,6-diazaspiro[3.3]heptan-2-yl)-1-[4-(trifluoromethoxy)phenyl]pyrazolo[3,4-b]pyridin-3-yl]azetidin-1-yl]-2-fluoro-prop-2-en-1-one